N1(CCCC1)CCC[Si](OCC)(OCC)OCC 3-(1-pyrrolidinyl)propyltriethoxysilane